NC1CCN(CC1)C1=C(C(=C(C(=N1)S[C@@H](C(=O)N)C1=CC=CC=C1)C#N)CC)C#N (R)-2-((6-(4-aminopiperidin-1-yl)-3,5-dicyano-4-ethylpyridin-2-yl)sulfanyl)-2-phenylacetamide